1-chloro-3-(5-(difluoromethyl)-1,3,4-thiadiazol-2-yl)-N-(1-(fluoromethyl)cyclopropyl)-8-(1,2,3,6-tetrahydropyridin-4-yl)imidazo[1,5-a]pyridine-6-sulfonamide formate C(=O)O.ClC=1N=C(N2C1C(=CC(=C2)S(=O)(=O)NC2(CC2)CF)C=2CCNCC2)C=2SC(=NN2)C(F)F